(R)-6-azido-3-methyl-1-((S)-1-phenylethyl)-7-(trifluoromethyl)-1H-pyrido[2,3-b][1,4]oxazin-2(3H)-one N(=[N+]=[N-])C=1C(=CC2=C(O[C@@H](C(N2[C@@H](C)C2=CC=CC=C2)=O)C)N1)C(F)(F)F